3-fluoro-4-(3-methyl-4-oxopiperidin-1-yl)-2-(trifluoromethyl)benzonitrile FC=1C(=C(C#N)C=CC1N1CC(C(CC1)=O)C)C(F)(F)F